N-((3,3-difluorocyclopentyl)methyl)-6-(6-(4-methoxypyridin-3-yl)-4-methyl-1H-pyrazolo[4,3-c]pyridin-1-yl)-4-((2R,3S)-2-methyl-3-((methylsulfonyl)methyl)azetidin-1-yl)pyridin-2-amine FC1(CC(CC1)CNC1=NC(=CC(=C1)N1[C@@H]([C@H](C1)CS(=O)(=O)C)C)N1N=CC=2C(=NC(=CC21)C=2C=NC=CC2OC)C)F